NC1=C(C=CC(=C1)Br)NC1CC(C1)(O)C (cis)-3-[(2-amino-4-bromophenyl)amino]-1-methylcyclobutan-1-ol